N-(6-(furan-3-yl)-2-(3-hydroxy-3-methylbutyl)-2H-indazol-5-yl)-2-isopropylthiazole-4-carboxamide O1C=C(C=C1)C=1C(=CC2=CN(N=C2C1)CCC(C)(C)O)NC(=O)C=1N=C(SC1)C(C)C